1-METHOXY-5-METHYLOCT-7-EN-2-YL BENZOATE C(C1=CC=CC=C1)(=O)OC(COC)CCC(CC=C)C